FC1=CC=C(C=C1)C=1N=NN(N1)C1CCN(CC1)C(=O)OC(C)(C)C tert-Butyl 4-(5-(4-fluorophenyl)-2H-tetrazol-2-yl)piperidine-1-carboxylate